C(C)N(CCC1=CNC2=CC=CC(=C12)OC1OC(C(C(C1O)O)O)CO)CCC (3-(2-(ethyl(propyl)-amino)ethyl)-1H-indol-4-yloxy)-6-(hydroxymethyl)-tetrahydro-2H-pyran-3,4,5-triol